5-(2-(3-(methylsulfonyl)phenyl)-1H-pyrrolo[2,3-b]pyridin-4-yl)-1H-indazol-3-amine CS(=O)(=O)C=1C=C(C=CC1)C1=CC=2C(=NC=CC2C=2C=C3C(=NNC3=CC2)N)N1